[Si](C)(C)(C(C)(C)C)O[C@@H]1[C@@H]2CC[C@@H]([C@]2(CCC1)C)[C@@H](C(C(=O)OC)(F)F)C Methyl (3S)-3-{(1R,3aR,4S,7aR)-4-[(tert-butyldimethylsilyl)oxy]-7a-methyloctahydro-1H-inden-1-yl}-2,2-difluorobutanoate